C1(CCCCCO1)=O.[C] carbon ε-caprolactone